5-(((trans-3-(3-cyclopropyl-4-morpholino-1H-pyrazol-1-yl)cyclobutyl)methyl)amino)-2-(2,6-dioxopiperidin-3-yl)isoindoline-1,3-dione C1(CC1)C1=NN(C=C1N1CCOCC1)[C@@H]1C[C@H](C1)CNC=1C=C2C(N(C(C2=CC1)=O)C1C(NC(CC1)=O)=O)=O